N-(7-methyl-2-propylthiochroman-4-yl)-2-oxo-6-(trifluoromethyl)-1,2-dihydropyridine-3-carboxamide CC1=CC=C2C(CC(SC2=C1)CCC)NC(=O)C=1C(NC(=CC1)C(F)(F)F)=O